6-(6-chloro-4-{3,8-diazabicyclo[3.2.1]oct-3-yl}-8-fluoro-2-{[(2S)-1-methylpyrrolidin-2-yl]methoxy}quinazolin-7-yl)-4-methyl-5-(trifluoromethyl)pyridin-2-amine ClC=1C=C2C(=NC(=NC2=C(C1C1=C(C(=CC(=N1)N)C)C(F)(F)F)F)OC[C@H]1N(CCC1)C)N1CC2CCC(C1)N2